(13z,16z)-N,N-dimethyldocosa-13,16-dien-5-amine CN(C(CCCC)CCCCCCC\C=C/C\C=C/CCCCC)C